7-(2-methoxy-5-nitrophenoxy)heptanal COC1=C(OCCCCCCC=O)C=C(C=C1)[N+](=O)[O-]